(S)-(3-((5-(1-amino-1,3-dihydrospiro[indene-2,4'-piperidin]-1'-yl)pyrazin-2-yl)thio)-2-chloro-6-methoxyphenyl)dimethylphosphine oxide N[C@@H]1C2=CC=CC=C2CC12CCN(CC2)C=2N=CC(=NC2)SC=2C(=C(C(=CC2)OC)P(C)(C)=O)Cl